C=C1C(N(CC1)C(=O)OCCC(C)(C)C)C(=O)[O-] 1-(tert-butyl)2-Ethyl 3-methylenepyrrolidine-1,2-dicarboxylate